CC1=NN(C2=NC(=NC=C21)NC=2C(=CC=1N(C2)N=CN1)C)C1CCC2(CC2)CC1 3-methyl-N-[7-methyl-[1,2,4]triazolo[1,5-a]pyridin-6-yl]-1-[spiro[2.5]octan-6-yl]pyrazolo[3,4-d]pyrimidin-6-amine